(2R,3S,4R,5R)-2,3,4,6-tetra(benzyloxy)-5-hydroxy-1-(4-tritylpiperazin-1-yl)hexan-1-one C(C1=CC=CC=C1)O[C@@H](C(=O)N1CCN(CC1)C(C1=CC=CC=C1)(C1=CC=CC=C1)C1=CC=CC=C1)[C@H]([C@@H]([C@@H](COCC1=CC=CC=C1)O)OCC1=CC=CC=C1)OCC1=CC=CC=C1